perfluorophenyl 1-(4-(2-(((2R,3R,4S,5R,6R)-3,4,5-trihydroxy-6-(hydroxymethyl)tetrahydro-2H-pyran-2-yl)oxy)ethyl)-1H-1,2,3-triazol-1-yl)-3,6,9,12-tetraoxapentadecan-15-oate O[C@H]1[C@@H](O[C@@H]([C@@H]([C@@H]1O)O)CO)OCCC=1N=NN(C1)CCOCCOCCOCCOCCC(=O)OC1=C(C(=C(C(=C1F)F)F)F)F